COC(C)(C)C1=CC(=NC=C1)N1N=CC(=C1)S(=O)(=O)NC=1C=CC=C2C=NN(C12)C 1-(4-(2-methoxypropan-2-yl)pyridine-2-yl)-N-(1-methyl-1H-indazol-7-yl)-1H-pyrazole-4-sulfonamide